ClC1=CC=C(C=C1)C=1N=C2N(C=CC=C2)C1CN1CCN(CC1)C(=O)C1=NC(=CC=C1C)OC (4-{[2-(4-chlorophenyl)imidazo[1,2-a]pyridin-3-yl]-methyl}piperazin-1-yl)(6-methoxy-3-methylpyridin-2-yl)methanone